5-(piperidin-4-yl)pentan-1-amine N1CCC(CC1)CCCCCN